methyl 1-isobutyl-6-oxo-1,6-dihydropyridine-3-carboxylate C(C(C)C)N1C=C(C=CC1=O)C(=O)OC